decan-6,9-dien-2-one CC(CCCC=CCC=C)=O